5-[2-(4-tert-Butylphenylamino)-1-hydroxyethyl]-1,3-oxazole-2(3H)-thione C(C)(C)(C)C1=CC=C(C=C1)NCC(O)C1=CNC(O1)=S